BrC=1C=C(C=2N(C1)N=CC2F)O 6-Bromo-3-fluoro-pyrazolo[1,5-a]pyridin-4-ol